N-[3-(5-chloro-1,3-benzoxazol-2-yl)-3-azaspiro[5.5]undecan-9-yl]-5-(cyclopropylsulfonimidoyl)furan-2-carboxamide ClC=1C=CC2=C(N=C(O2)N2CCC3(CC2)CCC(CC3)NC(=O)C=3OC(=CC3)S(=O)(=N)C3CC3)C1